glyceryl-acetone C(C(O)CO)CC(C)=O